N1=C(C=CC=C1)C=1OC(=CN1)C(=O)N1[C@@H](C2=C(CC1)NC=N2)C2=NN1C(C(=CC=C1)C(F)(F)F)=C2 (S)-(2-(pyridin-2-yl)oxazol-5-yl)(4-(4-(trifluoromethyl)pyrazolo[1,5-a]pyridin-2-yl)-1,4,6,7-tetrahydro-5H-imidazo[4,5-c]pyridin-5-yl)methanone